ClC=1C2=C(SC1C(=O)NC1=NC=C(C=C1)Cl)C=CC=C2 3-chloro-N-(5-chloropyridin-2-yl)benzo[b]thiophene-2-carboxamide